N1(CCCCC1)C1CCN(CC1)CCCNC=1N=NC(=CC1)C1=NC(=NO1)C1=CC=C(C=C1)OC N-(3-([1,4'-bipiperidin]-1'-yl)propyl)-6-(3-(4-methoxyphenyl)-1,2,4-oxadiazol-5-yl)pyridazin-3-amine